N-(4-(2-amino-5-(1-(piperidin-4-yl)-1H-pyrazol-4-yl)pyridin-3-yl)-3-fluorophenyl)-6-cyano-5-(4-fluorophenyl)-1-cyclobutyl-4-oxo-1,4-dihydropyridine-3-carboxamide NC1=NC=C(C=C1C1=C(C=C(C=C1)NC(=O)C1=CN(C(=C(C1=O)C1=CC=C(C=C1)F)C#N)C1CCC1)F)C=1C=NN(C1)C1CCNCC1